F[C@H]1CN(CC1)C(=O)NC1=CC(=C(C=C1)F)N1N=C2N=CC(=CC2=C1)C(CCO)CC (3R)-3-fluoro-N-{4-fluoro-3-[5-(oxahex-4-yl)-2H-pyrazolo[3,4-b]pyridin-2-yl]phenyl}pyrrolidine-1-carboxamide